3-{[(2R)-5,5-dimethyl-1,4-dioxan-2-yl]methoxy}pyridin CC1(OC[C@H](OC1)COC=1C=NC=CC1)C